FC(C=1C=C(C=CC1)CC(=O)O)(F)F 3-(trifluoromethyl)phenylacetic acid